ethyl 5-(2-amino-5-(methoxycarbonyl)phenyl)-3-methyl-1-(tetrahydro-2H-pyran-2-yl)-1H-pyrazole-4-carboxylate NC1=C(C=C(C=C1)C(=O)OC)C1=C(C(=NN1C1OCCCC1)C)C(=O)OCC